C1(CCCCC1)C(C)OC(\C=C\C)=O 1-Cyclohexylethylcrotonat